4-(N-tert-butyloxycarbonylamino)-1-butanol C(C)(C)(C)OC(=O)NCCCCO